5-(8-methyl-[1,2,4]triazolo[1,5-a]pyridin-6-yl)-N-(piperidin-4-yl)-4-(2,2,2-trifluoroethyl)-1H-pyrazole-3-carboxamide CC=1C=2N(C=C(C1)C1=C(C(=NN1)C(=O)NC1CCNCC1)CC(F)(F)F)N=CN2